butyl 2-(4-amino-7-bromo-9H-pyrimido[4,5-b]indol-9-yl)acetate NC1=NC=NC=2N(C3=CC(=CC=C3C21)Br)CC(=O)OCCCC